C(#N)C1N(CC2=CC(=CC=C12)S(=O)(=O)CC1CC1)C(=O)OC(C)(C)C tert-Butyl 1-cyano-5-((cyclopropylmethyl)sulfonyl)isoindoline-2-carboxylate